C(#C)C1=CC=C(C=C1)[C@H](CO)NC(=O)[C@H]1N(C[C@@H](C1)O)C([C@H](C(C)(C)C)NC(CCCCCCCCC(=O)O)=O)=O 10-(((S)-1-((2S,4R)-2-(((R)-1-(4-ethynylphenyl)-2-hydroxyethyl)carbamoyl)-4-hydroxypyrrolidin-1-yl)-3,3-dimethyl-1-oxobutan-2-yl)amino)-10-oxodecanoic acid